C1(=CC=CC=C1)C=1OC(=CN1)C(=O)N 2-phenyl-1,3-oxazole-5-carboxamide